ClC1=CNC2=C(C=CC(=C12)Cl)NS(=O)(=O)C1=CC2=C(CS(C2)(=O)=O)C=C1 N-(3,4-dichloro-1H-indol-7-yl)-1,3-dihydrobenzo[c]thiophene-5-sulfonamide 2,2-dioxide